1-(4-Bromophenyl)-2-(2-chloro-4-fluorophenyl)-2,11-dihydroimidazo[1',5':1,2]pyrido[3,4-b]indol-4-ium chloride [Cl-].BrC1=CC=C(C=C1)C=1N(C=[N+]2C1C=1NC3=CC=CC=C3C1C=C2)C2=C(C=C(C=C2)F)Cl